C(=CCCCCC)C(C)O[Si](OCC)(OCC)CCCCCC heptenylhexyltriethoxysilane